[V+5].C(C=C)(=O)[O-].C(C=C)(=O)[O-].C(C=C)(=O)[O-].C(C=C)(=O)[O-].C(C=C)(=O)[O-] acrylic acid vanadium salt